ClC=1C(=C(C(=CC1)C(F)F)C1=NC(=NC(=C1)OCC1=CC=C(C=C1)OC)S(=O)(=O)C)F (3-chloro-6-(difluoromethyl)-2-fluorophenyl)-6-((4-methoxybenzyl)oxy)-2-(methylsulfonyl)pyrimidine